CC1=CC(=NC=C1)C1=C2C(NC(C2=CC=C1NC(=O)C1=CC(=NN1C1=NC=CC=C1Cl)Br)=O)=O N-(4-methylpyridinyl-1,3-dioxo-5-isoindolyl)-3-bromo-1-(3-chloro-2-pyridinyl)-1H-pyrazole-5-carboxamide